ClC=1C=C(CN(C(CN2C=NC3=CC=C(C=C3C2=O)C2CCN(CC2)C([C@H](C)OC)=O)=O)C)C=CC1Cl (S)-N-(3,4-dichlorobenzyl)-2-(6-(1-(2-methoxypropanoyl)piperidin-4-yl)-4-oxoquinazolin-3(4H)-yl)-N-methylacetamide